6-(2-Methoxyethyl)-1,3,4-trimethyl-cyclohexene COCCC1CC(C(C=C1C)C)C